N1=CN=C2NC=NC2=C1C=1C(=NC=CC1)NC=1C=C(C=CC1C)NC(C1=NC=CC(=C1)C(F)(F)F)=O N-(3-(3-(9H-Purin-6-yl)pyridin-2-ylamino)-4-methylphenyl)-4-(trifluoromethyl)picolinamide